N-(4-cyano-phenyl)-N-isobutyl-4-oxo-2-(tetrahydro-2H-pyran-4-yl)chroman-6-sulfonamide C(#N)C1=CC=C(C=C1)N(S(=O)(=O)C=1C=C2C(CC(OC2=CC1)C1CCOCC1)=O)CC(C)C